C(C)C1CN2CCC3(C2CC1CC(=O)OC)NC1=CC=CC(=C1C3=O)OC Methyl 2-(6'-ethyl-4-methoxy-3-oxo-2',3',6',7',8',8a'-hexahydro-5'H-spiro[indoline-2,1'-indolizin]-7'-yl)acetate